(2S,4R)-4-hydroxy-N-((S)-1-(4-(4-methylthiazol-5-yl)phenyl)ethyl)pyrrolidine-2-carboxamide n-pentyl-ascorbate C(CCCC)OC1=C(C(=O)O[C@@H]1[C@@H](O)CO)O.O[C@@H]1C[C@H](NC1)C(=O)N[C@@H](C)C1=CC=C(C=C1)C1=C(N=CS1)C